(S)-3-(2-azido-3-methoxy-3-oxopropyl)-4-(3-methylbut-2-en-1-yl)-1H-indole-1-carboxylic acid tert-butyl ester C(C)(C)(C)OC(=O)N1C=C(C2=C(C=CC=C12)CC=C(C)C)C[C@@H](C(=O)OC)N=[N+]=[N-]